Dimethylstigmasta-8,25-dien-3-ol CC(=C([C@H](CC)CC[C@@H](C)[C@H]1CC[C@H]2C=3CCC4CC(CC[C@]4(C)C3CC[C@]12C)O)C)C